NC1=NC=CC(=C1N)C=1C=NN(C1)C1=CC=C(C=N1)C(C(F)(F)F)OCC#N 2-(1-(6-(4-(2,3-diaminopyridin-4-yl)-1H-pyrazol-1-yl)pyridin-3-yl)-2,2,2-trifluoroethoxy)acetonitrile